sodium o-hydroxyphenylmandelate OC1=C(C=CC=C1)OC(C(O)C1=CC=CC=C1)=O.[Na]